C1(CC1)C=1C=CC(=C(C1)C1=NN(C=C1C1=NN2C(N=CC=C2)=C1C(=O)N)COCC[Si](C)(C)C)OC(F)F [3-[5-cyclopropyl-2-(difluoromethoxy)phenyl]-1-[[2-(trimethylsilyl)ethoxy]methyl]-1H-pyrazol-4-yl]pyrazolo[1,5-a]pyrimidine-3-carboxamide